(S)-2-((S)-2-((S)-2-acetamido-3-(4-(allyloxy)phenyl)propanamido)-4-methylpentanamido)-N5-allyl-N1-((S)-1-(benzo[d]thiazol-2-yl)-5-guanidino-1-oxopentan-2-yl)pentanediamide C(C)(=O)N[C@H](C(=O)N[C@H](C(=O)N[C@H](C(=O)N[C@H](C(=O)C=1SC2=C(N1)C=CC=C2)CCCNC(=N)N)CCC(=O)NCC=C)CC(C)C)CC2=CC=C(C=C2)OCC=C